9-((3-methylbenzylidene)amino)-N-(2-methylpyridin-3-yl)-2-morpholino-9H-purin-6-amine CC=1C=C(C=NN2C3=NC(=NC(=C3N=C2)NC=2C(=NC=CC2)C)N2CCOCC2)C=CC1